BrC1=C2C=NN(C2=CC(=C1O)C)C1OCCCC1 4-bromo-6-methyl-1-(tetrahydro-2H-pyran-2-yl)-1H-indazol-5-ol